(3-amino-2,2-dimethyl-propyl)carbamic acid tert-butyl ester C(C)(C)(C)OC(NCC(CN)(C)C)=O